C1(=CC=CC=C1)N1C(=NC2=C1C(=CC=C2OC)C2=NC1=C3N=CC=CC3=CC=C1C=C2)C2=CC=CC=C2 1,2-diphenyl-4-methoxy-7-(1,10-phenanthrolin-2-yl)-1H-benzimidazole